(2S)-Methyl 2-(((benzyloxy)carbonyl)(prop-2-yn-1-yl)amino)-4-(methylsulfinyl)butanoate C(C1=CC=CC=C1)OC(=O)N([C@H](C(=O)OC)CCS(=O)C)CC#C